4-(thiophenylthio)cyclohexanone S1C(=CC=C1)SC1CCC(CC1)=O